C(#N)N=C(NC=1C=CC2=C(OCCO2)C1)NCCCN1C=NC(=C1)C 2-Cyano(2,3-dihydrobenzo[b][1,4]dioxin-7-yl)-3-(3-(4-methyl-1H-imidazol-1-yl)propyl)guanidin